[Cu]=O.[Ti].[Ni] nickel-titanium-copper oxide